CN1N=CC(=C1)COC=1C=C(C=2CC(CC2C1)CNCCC1CN(C(O1)=O)C1=NC2=C(OCC(N2)=O)N=C1)C#N 6-[(1-methylpyrazol-4-yl)methoxy]-2-[[2-[2-oxo-3-(3-oxo-4H-pyrazino[2,3-b][1,4]oxazin-6-yl)-1,3-oxazolidin-5-yl]ethylamino]methyl]-2,3-dihydro-1H-indene-4-carbonitrile